1,2-diazole N1N=CC=C1